CN(CCCOC=1C=CC(=NC1)C=1SC(=CN1)CNC(=O)C1=CC2=C(S(C3=C(C(N2)=O)C=CC=C3)(=O)=O)C=C1)C N-((2-(5-(3-(dimethylamino)propoxy)pyridin-2-yl)thiazol-5-yl)methyl)-11-oxo-10,11-dihydrodibenzo[b,f][1,4]thiazepine-8-carboxamide 5,5-dioxide